C1(CCCCC1)N1C=NC2=C1C=C(C=C2)C=2C=CC(=NC2)OCCCN(C)C 3-((5-(1-cyclohexyl-1H-benzo[d]imidazol-6-yl)pyridin-2-yl)oxy)-N,N-dimethylpropan-1-amine